phosphoramidous dichloride P(N)(Cl)Cl